5-(3-aminoprop-1-yn-1-yl)-N-(3-(5-((3aS,4S,6aR)-2-oxohexahydro-1H-thieno[3,4-d]imidazol-4-yl)pentanamido)propyl)furan-2-carboxamide hydrochloride Cl.NCC#CC1=CC=C(O1)C(=O)NCCCNC(CCCC[C@@H]1SC[C@@H]2NC(N[C@@H]21)=O)=O